N1(N=CN=C1)CC=1N=NN(C1)CC=CC1=CC=CC=C1 4-((1H-1,2,4-triazol-1-yl)methyl)-1-cinnamyl-1H-1,2,3-triazole